(S)-3-(1-(3-((2-(1,4-dimethyl-1H-pyrazol-5-yl)-5-fluoropyrimidin-4-yl)oxy)azetidine-1-carbonyl)-4,5-dihydro-1H-pyrazol-5-yl)-5-fluorobenzonitrile CN1N=CC(=C1C1=NC=C(C(=N1)OC1CN(C1)C(=O)N1N=CC[C@H]1C=1C=C(C#N)C=C(C1)F)F)C